1,1-bis[(N,N-diphenylamino)phenyl]ethylene TRIS-HCl Cl.Cl.Cl.C1(=CC=CC=C1)N(C1=CC=CC=C1)C1=C(C=CC=C1)C(=C)C1=C(C=CC=C1)N(C1=CC=CC=C1)C1=CC=CC=C1